C(C)O[C@@H]1[C@H](C[C@@H](OC1)C(=O)N1[C@H](C2=CC=CC=C2CC1)C1=CC=C(C=C1)F)NC(OC(C)(C)C)=O tert-butyl ((2R,4S,5R)-5-ethoxy-2-((S)-1-(4-fluorophenyl)-1,2,3,4-tetrahydroisoquinoline-2-carbonyl)tetrahydro-2H-pyran-4-yl)carbamate